N[C@](CN1CC(C1)OC1=CC=C(C(=C1C(=O)O)O)[C@@]1(C)CB1)(C(=O)NCC(=O)N)C 6-[(1-{(2R)-2-amino-3-[(2-amino-2-oxoethyl)amino]-2-methyl-3-oxopropyl}azetidin-3-yl)oxy]-3-[(1R,2S)-2-boranopropyl]-2-hydroxybenzoic acid